N-(4-(chlorodifluoromethoxy)phenyl)-1-isopropyl-2-(4-methylpiperazine-1-carbonyl)-7-(1H-pyrazol-5-yl)indoline-5-carboxamide ClC(OC1=CC=C(C=C1)NC(=O)C=1C=C2CC(N(C2=C(C1)C1=CC=NN1)C(C)C)C(=O)N1CCN(CC1)C)(F)F